α-D-gulofuranose O[C@@H]1[C@H](O)[C@H](O)[C@@H](O1)[C@H](O)CO